C(CCSSCCC(=O)O)(=O)O.[Se] selenium dithiodipropionic acid